ClC1=NNC(C(=C1)C(C)N1N=C(C(=C1)NC([C@H](C1CCC(CC1)(F)F)NC(=O)C1=NON=C1C)=O)F)=O N-[(1S)-2-[[1-[1-(3-chloro-6-oxo-1H-pyridazin-5-yl)ethyl]-3-fluoro-pyrazol-4-yl]amino]-1-(4,4-difluorocyclohexyl)-2-oxo-ethyl]-4-methyl-1,2,5-oxadiazole-3-carboxamide